6-fluoro-7-(2-fluoro-6-(vinyl-2,2-d2)phenyl)-1-(2-isopropyl-4-(methyl-d3)pyridin-3-yl)-4-((S)-2-methylpiperazin-1-yl)pyrido[2,3-d]Pyrimidin-2(1H)-one FC1=CC2=C(N(C(N=C2N2[C@H](CNCC2)C)=O)C=2C(=NC=CC2C([2H])([2H])[2H])C(C)C)N=C1C1=C(C=CC=C1C=C([2H])[2H])F